(4-aminoimidazo[1,5-a]pyrido[3,4-e]pyrazin-8-yl)((4aS,9bS)-6-fluoro-7-(trifluoromethoxy)-3,4,4a,9b-tetrahydrobenzofuro[3,2-b]pyridin-1(2H)-yl)methanone NC=1C=2N(C3=C(N1)C=NC(=C3)C(=O)N3[C@@H]1[C@H](CCC3)OC3=C1C=CC(=C3F)OC(F)(F)F)C=NC2